C(C1=CC=CC=C1)NC(N(C1=CC=C(C=C1)NC1=CC=C(C=C1)OC)[C@@H]1CC[C@H](CC1)NC1=NC=C(C=C1)C#N)=O 3-benzyl-1-(trans-4-((5-cyanopyridin-2-yl)amino)cyclohexyl)-1-(4-((4-methoxyphenyl)amino)phenyl)urea